FC(CC1=CC=C(C=C1)CN(C(O)=O)CC=1C=C2C(N(CC2=CC1)C1C(NC(CC1)=O)=O)=O)(F)F.C(CCCCCCC(C)C)C(=O)[C@H](O)[C@@H](O)[C@@H](O)[C@H](O)CO Isodecyl-galactose [4-(2,2,2-trifluoroethyl)phenyl]methyl-N-{[2-(2,6-dioxopiperidin-3-yl)-3-oxo-2,3-dihydro-1H-isoindol-5-yl]methyl}carbamate